C1(=CC=CC=C1)C(=NNC=1C=NC=C(C1)OC)C1=CC=CC=C1 3-[2-(diphenylmethylidene)hydrazin-1-yl]-5-methoxypyridine